ClC=1C(OC(C1Cl)Cl)=O 3,4,5-trichloro-furan-2(5H)-one